C(CCCCCC)C1C2(NC(CO2)CO)CCC1 (6-heptyl-1-oxa-4-azaspiro[4.4]non-3-yl)methanol